SC(CC(=O)OCCN1C(=O)N(C(=O)N(C1=O)CCOC(CC(C)S)=O)CCOC(CC(C)S)=O)C 1,3,5-tris[(3-mercaptobutanoyloxy)ethyl]isocyanuric acid